5-(3-(methylsulfonyl)-1-(oxetan-3-yl)propyl)pyridine CS(=O)(=O)CCC(C1COC1)C=1C=CC=NC1